methyl 5-fluoro-1,2,3,4-tetrahydroisoquinoline-7-carboxylate FC1=C2CCNCC2=CC(=C1)C(=O)OC